CC(C)(S[SiH2][SiH3])C (1,1-dimethylethylthio)disilane